O1C=CC2=C1C=CC(=C2)S(=O)(=O)N2CC1=C(C2)CN(C1)C(=O)C1COCC1 (5-(benzofuran-5-ylsulfonyl)-3,4,5,6-tetrahydropyrrolo[3,4-c]pyrrol-2(1H)-yl)(tetrahydrofuran-3-yl)methanone